C(C(C)C)N1CC(OCC1=O)=O isobutyl-morpholine-2,5-dione